tert-butyl 7-(3-(difluoromethoxy)-4-nitrophenyl)-4,7-diazaspiro[2.5]octane-4-carboxylate FC(OC=1C=C(C=CC1[N+](=O)[O-])N1CCN(C2(CC2)C1)C(=O)OC(C)(C)C)F